4-{[6-(5-chloro-2-fluorophenyl)pyridazin-4-yl]amino}quinolin-7-yl 2-methyl-2,7-diazaspiro[3.5]nonane-7-carboxylate CN1CC2(C1)CCN(CC2)C(=O)OC2=CC=C1C(=CC=NC1=C2)NC2=CN=NC(=C2)C2=C(C=CC(=C2)Cl)F